C(C)(=O)C1=NN(C2=CC=C(C=C12)C=1C=NC(=NC1)C)CC(=O)N1[C@@H]2C[C@@]2(C[C@H]1C(=O)NC1=NC(=CC=C1CN1CCOCC1)Cl)C (1R,3S,5R)-2-(2-(3-acetyl-5-(2-methylpyrimidin-5-yl)-1H-indazol-1-yl)acetyl)-N-(6-chloro-3-(morpholinomethyl)pyridin-2-yl)-5-methyl-2-azabicyclo[3.1.0]hexane-3-carboxamide